N1CC(C1)C1OCCN(C1)C1CC(C1)(C(=O)OC)C Methyl (1r,3r)-3-(2-(azetidin-3-yl)morpholino)-1-methylcyclobutane-1-carboxylate